FC=1C(=NC(=NC1)NC1=NC=C(C=C1)CN1CCC2(CN(C2)C)CC1)C1=CC2=C(N=C3N2[C@@H](CC3)C(F)(F)F)C(=C1)F (S)-5-fluoro-4-(5-fluoro-1-(trifluoromethyl)-2,3-dihydro-1H-benzo[d]pyrrolo[1,2-a]imidazol-7-yl)-N-(5-((2-methyl-2,7-diazaspiro[3.5]nonan-7-yl)methyl)pyridin-2-yl)pyrimidin-2-amine